COC1=C(C=C(C=C1)B(O)O)C(=O)OC (4-Methoxy-3-methoxycarbonyl-phenyl)boronic acid